N[C@@H](CS)CO L-cysteinol